C(C)N1N=C2N=C(C=NC2=C1)N[C@@H](C)C=1C=C(C=CC1)NC(=O)C=1C=NC2=CC=CC=C2C1 (S)-N-(3-(1-((2-ethyl-2H-pyrazolo[3,4-b]pyrazin-6-yl)amino)ethyl)phenyl)quinoline-3-carboxamide